N,N-dibutyl-dithiocarbamate C(CCC)N(C([S-])=S)CCCC